3-(benzyloxy)-2-formylpyrrolidine-1-carboxylate C(C1=CC=CC=C1)OC1C(N(CC1)C(=O)[O-])C=O